1-(oxetan-3-yl)pyrrolidin-3-amine O1CC(C1)N1CC(CC1)N